3-(5-((S)-3-(((tert-butyldimethylsilyl)oxy)methyl)pyrrolidin-1-yl)-3-methyl-2-oxo-2,3-dihydro-1H-benzo[d]imidazol-1-yl)piperidine-2,6-dione [Si](C)(C)(C(C)(C)C)OC[C@@H]1CN(CC1)C1=CC2=C(N(C(N2C)=O)C2C(NC(CC2)=O)=O)C=C1